CN1CCN(CC1)C(CC)N (4-methylpiperazin-1-yl)propan-1-amine